cis-N-cyclopropyl-5-(5-((7-ethyl-6-oxo-5,6-dihydro-1,5-naphthyridin-3-yl)methyl)-2,5-diazabicyclo[4.2.0]octan-2-yl)-6-fluoropicolinamide C1(CC1)NC(C1=NC(=C(C=C1)N1[C@@H]2CC[C@@H]2N(CC1)CC=1C=NC=2C=C(C(NC2C1)=O)CC)F)=O